8-methoxy-6-[7-(2-morpholinoethoxy)imidazo[1,2-a]pyridin-3-yl]-2-(2,2,2-trifluoroethyl)-3,4-dihydroisoquinolin-1-one dihydrochloride Cl.Cl.COC=1C=C(C=C2CCN(C(C12)=O)CC(F)(F)F)C1=CN=C2N1C=CC(=C2)OCCN2CCOCC2